CC=1OC2=C(C1C(=O)N)C=C(C=C2)OCC2(COC2)C 2-methyl-5-((3-methyloxetan-3-yl)methoxy)benzofuran-3-carboxamide